C[Si](CCCN(C)CCC[Si](C)(OC)OC)(OC)OC bis(3-(methyldimethoxysilyl)propyl)-N-methylamine